COCOC1=C(C=CC(=C1)C1=CN=C(S1)C)C1=CC=C(N=N1)N1C[C@H](CC1)NC1COCC1 (3S)-1-{6-[2-(methoxymethoxy)-4-(2-methyl-1,3-thiazol-5-yl)phenyl]pyridazin-3-yl}-N-(oxolan-3-yl)pyrrolidin-3-amine